FC(OC=1C=CC(=NC1)COC1=NN=C(S1)NC(=O)C=1C=NC(=CC1C1=CC(=NC=C1OC)C)C)F N-(5-((5-(difluoromethoxy)pyridin-2-yl)methoxy)-1,3,4-thiadiazol-2-yl)-5'-methoxy-2',6-dimethyl-(4,4'-bipyridine)-3-carboxamide